CC1CN(CC(C1)C)C1=C(C(=O)O)C=CC=C1 2-(3,5-dimethylpiperidin-1-yl)benzoic acid